C1(CC1)C1=C(C=C(C=C1)C(NC(=O)C1N(CC(C1)F)C(CN1C(N(CC1)C)=O)=O)C1=CC=CC=C1)F N-[(4-cyclopropyl-3-fluorophenyl)(phenyl)methyl]-4-fluoro-1-[2-(3-methyl-2-oxoimidazolidin-1-yl)acetyl]pyrrolidine-2-carboxamide